Cl.C1(=C(C(=C2C(=CC=C3C4=CC=CC5=CC=CC(C1=C23)=C45)C(=O)O)C(=O)O)C(=O)O)C(=O)O perylene-tetracarboxylate hydrochloride